3-(3-((2-((2-fluoro-4-(3-morpholinopropyl)phenyl)amino)-5-(trifluoromethyl)pyridin-4-yl)amino)propyl)-1,3-oxazinan-2-one FC1=C(C=CC(=C1)CCCN1CCOCC1)NC1=NC=C(C(=C1)NCCCN1C(OCCC1)=O)C(F)(F)F